6-(4,4-difluoropiperidin-1-yl)-N-(2-(4,4-dimethyl-1,4-azasilinan-1-yl)-5-fluoro-4-((2-hydroxyethyl)sulfonamido)phenyl)picolinamide FC1(CCN(CC1)C1=CC=CC(=N1)C(=O)NC1=C(C=C(C(=C1)F)NS(=O)(=O)CCO)N1CC[Si](CC1)(C)C)F